CC1(CCOCC1)CNC(=O)[C@@H]1CC12CCN(CC2)C(=O)OC(C(F)(F)F)C(F)(F)F 1,1,1,3,3,3-hexafluoropropan-2-yl (R)-1-(((4-methyltetrahydro-2H-pyran-4-yl)methyl)carbamoyl)-6-azaspiro[2.5]octane-6-carboxylate